C(#N)C=1C=C(C=NC1)COC=1C(=C2CCCC2=C(C1)OCC=1C(=C(C=CC1)C1=CC=CC=C1)C)CN1C(CCC1)CNC(C)=O N-((1-((5-((5-cyanopyridin-3-yl)methoxy)-7-((2-methyl-[1,1'-biphenyl]-3-yl)methoxy)-2,3-dihydro-1H-inden-4-yl)methyl)pyrrolidin-2-yl)methyl)acetamide